2-carbamoyl-5-(trifluoromethyl)benzoic acid C(N)(=O)C1=C(C(=O)O)C=C(C=C1)C(F)(F)F